2-bromo-4-dibromomethylpyridine BrC1=NC=CC(=C1)C(Br)Br